C(C)(C)(C)OC(=O)N1C2C(C2CCC1C(=O)O)(F)F 2-(tert-butoxycarbonyl)-7,7-difluoro-2-azabicyclo[4.1.0]heptane-3-carboxylic acid